(S)-1-(3-chloro-4-methoxyphenyl)-5-(5-(3,5-dimethylisoxazol-4-yl)-1-((1R,3R)-3-hydroxycyclopentyl)-1H-benzo[d]imidazol-2-yl)pyrrolidin-2-one ClC=1C=C(C=CC1OC)N1C(CC[C@H]1C1=NC2=C(N1[C@H]1C[C@@H](CC1)O)C=CC(=C2)C=2C(=NOC2C)C)=O